(1R,2R)-1-(4-methyl-3-thienyl)cyclohexane-1,2-diol CC=1C(=CSC1)[C@]1([C@@H](CCCC1)O)O